C(C(=C)C)(=O)NCC[N+](C)(C)C methacryloylaminoethyl-trimethyl-ammonium